FC1=NC(=C2N=CN(C2=N1)C1OCC1)NCC1=C(C=CC(=C1)OC)OC 2-fluoro-6-[(2,5-dimethoxybenzyl)amino]-9-(oxetan-2-yl)-9H-purine